2-(6-{5-chloro-2-[(oxocyclohex-4-yl)amino]pyrimidin-4-yl}-1-oxo-2,3-dihydro-1H-isoindol-2-yl)-N-[(2S)-1-hydroxy-2-phenylpropan-2-yl]acetamide ClC=1C(=NC(=NC1)NC1CCC(CC1)=O)C1=CC=C2CN(C(C2=C1)=O)CC(=O)N[C@@](CO)(C)C1=CC=CC=C1